S1C(=NC2=C1C=CC=C2)NC(=O)C=2C=CC=C1CCN(CC21)C2=CC=CC(=N2)C(=O)O 6-{8-[(1,3-benzothiazol-2-yl)carbamoyl]-3,4-dihydroisoquinolin-2(1H)-yl}pyridine-2-carboxylic acid